COC=1C(NC=C2C=NN(C(C21)=O)C)=O 8-methoxy-2-methyl-2,6-dihydropyrido[3,4-d]pyridazine-1,7-dione